5-isopropyl-2-methylbenzo[d]thiazole C(C)(C)C=1C=CC2=C(N=C(S2)C)C1